(2R,3S)-methyl-3-(2-nitrophenyl)-2,3-dihydroxypropionate COC([C@@H]([C@@H](O)C1=C(C=CC=C1)[N+](=O)[O-])O)=O